OC(CN(C1=CC=C(C=C1)O)CC(C)O)C 4-[bis(2-hydroxypropyl)amino]phenol